5'-methoxyspiro[cyclopropane-1,3'-indolin]-2'-one COC=1C=C2C3(C(NC2=CC1)=O)CC3